ClCC(=O)N1C2=C(NC(C3=C1C=CC(=C3)F)OC3C(C(C(C(O3)C(=O)O)O)O)O)C=CC=C2 6-((5-(2-chloroacetyl)-2-fluoro-10,11-dihydro-5H-dibenzo[b,e][1,4]diazepin-11-yl)oxy)-3,4,5-trihydroxytetrahydro-2H-pyran-2-carboxylic acid